CC(CNC)NC 1,N1,N2-trimethylethane-1,2-diamine